5-[4-(1-tert-butoxycarbonyl-1,2,3,6-tetrahydro-pyridin-4-yl)-3-fluoro-benzoylamino]-3',6'-dihydro-2'H-[2,4']bipyridinyl-1'-carboxylic acid tert-butyl ester C(C)(C)(C)OC(=O)N1CCC(=CC1)C1=NC=C(C=C1)NC(C1=CC(=C(C=C1)C=1CCN(CC1)C(=O)OC(C)(C)C)F)=O